5-((5-oxo-6-(2-oxo-1-phenyl-2-(thiazol-2-ylamino)ethyl)-6,7-dihydro-5H-pyrrolo[3,4-b]pyridin-3-yl)ethynyl)pyridineamide O=C1N(CC2=NC=C(C=C21)C#CC=2C=CC(=NC2)C(=O)N)C(C(NC=2SC=CN2)=O)C2=CC=CC=C2